tert-Butyl (S)-2-(hydroxymethyl)-2,3,6,7-tetrahydro-1H-azepine-1-carboxylate OC[C@H]1N(CCC=CC1)C(=O)OC(C)(C)C